C(#N)C1=CC=C(C(=C1CC(=O)NC1=NC=NC(=C1)NCC=1N=C2N(C=C(C=C2)C2CC2)C1)F)OC 2-(6-cyano-2-fluoro-3-methoxyphenyl)-N-(6-(((6-cyclopropylimidazo[1,2-a]pyridin-2-yl)methyl)amino)pyrimidin-4-yl)acetamide